N-Methyl-N-(2-((4aS,5aR)-5a-methyl-1,4,4a,5,5a,6-hexahydrocyclopropa[f]indazol-3-yl)-1H-imidazo[4,5-b]pyridin-6-yl)bicyclo[1.1.1]pentane-1-carboxamide CN(C(=O)C12CC(C1)C2)C=2C=C1C(=NC2)N=C(N1)C1=NNC=2C[C@@]3([C@H](CC12)C3)C